C(C1=CC=CC=C1)(C1=CC=CC=C1)(C1=CC=CC=C1)SCCN1CCCCC1 1-(2-tritylsulfanylethyl)piperidine